6-(3-Fluoro-5-isobutoxyphenyl)-2-[(2R)-2-phenylpyrrolidin-1-yl]-N-(1H-pyrazol-5-ylsulfonyl)pyridin-3-carboxamid FC=1C=C(C=C(C1)OCC(C)C)C1=CC=C(C(=N1)N1[C@H](CCC1)C1=CC=CC=C1)C(=O)NS(=O)(=O)C1=CC=NN1